2-(2-aminopyridin-4-yl)-5-methyl-3-phenyl-7-(2,2,2-trifluoroethyl)-1,5,6,7-tetrahydro-4H-pyrrolo[3,2-c]pyridin-4-one NC1=NC=CC(=C1)C1=C(C=2C(N(CC(C2N1)CC(F)(F)F)C)=O)C1=CC=CC=C1